1-bromo-2-(2-(2-(2-bromoethoxy)ethoxy)ethoxy)ethaneN BrC=COCCOCCOCCBr